Benzyl-((2S)-3-cyclopropyl-1-((4-(cyclopropylamino)-3,4-dioxo-1-((S)-2-oxopyrrolidin-3-yl)butan-2-yl)amino)-1-oxopropan-2-yl)carbamat C(C1=CC=CC=C1)OC(N[C@H](C(=O)NC(C[C@H]1C(NCC1)=O)C(C(=O)NC1CC1)=O)CC1CC1)=O